4-(phenylethynyl)thieno[2,3-c]pyridine-2-carboxylic acid C1(=CC=CC=C1)C#CC1=C2C(=CN=C1)SC(=C2)C(=O)O